ClC1=NC(=CC=C1)C=1NC(=C(N1)C)C1CC1 2-Chloro-6-(5-cyclopropyl-4-methyl-1H-imidazol-2-yl)pyridine